CC(C)(C)OC(=O)N1CCO[C@H](C1)CO (R)-N-Boc-2-hydroxymethylmorpholine